Tert-butyl (S)-4-(7-(2-amino-6-fluorophenyl)-6-chloro-8-oxo-8H-pyrido[2,1-f][1,2,4]triazin-4-yl)-3-methylpiperazine-1-carboxylate NC1=C(C(=CC=C1)F)C1=C(C=C2C(=NC=NN2C1=O)N1[C@H](CN(CC1)C(=O)OC(C)(C)C)C)Cl